FC1=CC=C(CC2=NC(=NN2)C(=O)N[C@@H]2C(N(C3=C(OC2)C=CC(=C3)N3CC2(C3)CCOCC2)C)=O)C=C1 (S)-5-(4-fluorobenzyl)-N-(5-methyl-4-oxo-7-(7-oxa-2-azaspiro[3.5]non-2-yl)-2,3,4,5-tetrahydrobenzo[b][1,4]oxaazepin-3-yl)-1H-1,2,4-triazole-3-carboxamide